Dimethyl-(2-methyl-1H-inden-1-yl)(3-phenyl-1H-inden-2-yl)silane C[Si](C=1CC2=CC=CC=C2C1C1=CC=CC=C1)(C1C(=CC2=CC=CC=C12)C)C